(7R,8S)-7-((R)-5H-Imidazo[5,1-a]isoindol-5-yl)-5,6,7,8-tetrahydroindolizin-8-ol C=1N=CN2C1C1=CC=CC=C1[C@H]2[C@H]2CCN1C=CC=C1[C@H]2O